CC1=CC(=CC=C1)C(CN)C(=O)O 3-(m-tolyl)-DL-beta-alanine